Cl[Rh] chlororhodium